1,5-dimethyl-3-phenylbenzene CC1=CC(=CC(=C1)C)C1=CC=CC=C1